C(C)(=O)O.ClC1=CC=C2C3=C(NC2=C1)CNCC3 7-chloro-2,3,4,9-tetrahydro-1H-pyrido[3,4-b]Indole acetic acid salt